N-(6-(2-(((1r,4r)-4-aminocyclohexyl)amino)-8-ethylquinazolin-6-yl)-5-methoxypyridin-3-yl)-2-chlorobenzenesulfonamide NC1CCC(CC1)NC1=NC2=C(C=C(C=C2C=N1)C1=C(C=C(C=N1)NS(=O)(=O)C1=C(C=CC=C1)Cl)OC)CC